BrC1=C2CC=CC2=CC=C1 4-Bromo-3H-indene